CN(C)\C=C(\C(=O)OC)/C(C(=O)OC)=O (E)-dimethyl 2-(dimethylaminomethylene)-3-oxo-succinate